N(C1=CC=CC=C1)C1=NC=CC(=N1)C1=CC(NC(=C1)C1=CC=NC=C1)=O 4-(2-anilinopyrimidin-4-yl)-6-(4-pyridinyl)-1H-pyridin-2-one